C(CCC(=O)OC)(=O)ON1C(CCC1=O)=O 2,5-dioxopyrrolidin-1-yl methyl succinate